Cl.C(C)OC([C@H](NCC1=C(C=C(C(=C1)Cl)OCC1=C(C(=CC=C1)C1=CC2=C(OCCO2)C=C1)C)OCC1=CC=2C(=NSN2)C=C1)CO)=O (2-(benzo[c][1,2,5]thiadiazol-5-ylmethoxy)-5-chloro-4-((3-(2,3-dihydrobenzo[b][1,4]dioxin-6-yl)-2-methylbenzyl)oxy)benzyl)-D-serine ethyl ester hydrochloride